IC1=CC=C(C(=O)NN(C(=O)OC(C)(C)C)CCC)C=C1 tert-Butyl 2-(4-iodobenzoyl)-1-propylhydrazine-1-carboxylate